(1S,2S)-N-(6-(5-chloro-6-fluoro-7-((1-hydroxy-2-methylpropan-2-yl)amino)-1H-indazol-4-yl)imidazo[1,2-a]pyrazin-2-yl)-2-fluorocyclopropane-1-carboxamide ClC=1C(=C2C=NNC2=C(C1F)NC(CO)(C)C)C=1N=CC=2N(C1)C=C(N2)NC(=O)[C@H]2[C@H](C2)F